C(C)OC(C(=O)OC)(C)C methyl 2-ethoxy-2-methyl-propanoate